1,1-dioxido-2,3-dihydrothiophen-3-yl [1,1'-biphenyl]-4-sulfonate C1(=CC=C(C=C1)S(=O)(=O)OC1CS(C=C1)(=O)=O)C1=CC=CC=C1